(3S,4R,5R)-1-(((R)-1-(4-(trifluoromethyl)pyrimidin-5-yl)pyrrolidin-3-yl)methyl)piperidine-3,4,5-triol FC(C1=NC=NC=C1N1C[C@H](CC1)CN1C[C@@H](C([C@@H](C1)O)O)O)(F)F